(2R,3aR,5aS,9aS,9bS)-3-methyl-2-(6-methylpyridin-2-yl)decahydro-3,5a-epoxycyclopenta[a]naphthalen-4(5H)-one CC12[C@H](C[C@@H]3[C@H]1C(C[C@]1(CCCC[C@@H]31)O2)=O)C2=NC(=CC=C2)C